4-(5-((3-Fluoro-4-nitrophenoxy)methyl)-2-(trifluoromethyl)oxazolidin-3-yl)-2-(trifluoromethyl)benzonitril FC=1C=C(OCC2CN(C(O2)C(F)(F)F)C2=CC(=C(C#N)C=C2)C(F)(F)F)C=CC1[N+](=O)[O-]